C(C)(C)(C)N1C=C(C2=CC=CC(=C12)C)C N-tertiary butyl-3,7-dimethyl-indole